The molecule is a disaccharide derivative consisting of D-ribitol-5-phosphate having an alpha-L-rhamnosyl residue attached at the 4-position. It is an alditol 5-phosphate and a disaccharide derivative. It derives from a ribitol. C[C@H]1[C@@H]([C@H]([C@H]([C@@H](O1)O[C@H](COP(=O)(O)O)[C@H]([C@H](CO)O)O)O)O)O